C(C)(=O)C1=NN(C2=C(C=C(C=C12)C=1C=NC(=NC1)C)C1CC1)CC(=O)OC(C)(C)C tert-Butyl 2-(3-acetyl-7-cyclopropyl-5-(2-methylpyrimidin-5-yl)-1H-indazol-1-yl)acetate